N,3-dimethylvaleramide CNC(CC(CC)C)=O